C(CCCC)C=1C(=C(C(C(=O)O)=CC1)C(=O)O)CCCCC.C(C=1C(C(=O)OCCCCC)=CC=CC1)(=O)OCCCCC Di-n-AMYL PHTHALATE (Di-n-amyl phthalate)